C(C1=CC=CC=C1)SC1=CC(=C(C=C1)NC([C@H](CC1=CC=CC=C1)NC(OC(C)(C)C)=O)=O)C tert-butyl (s)-1-(4-(benzylthio)-2-methylphenylamino)-1-oxo-3-phenylpropan-2-ylcarbamate